C(C1=CC=CC=C1)OCC1C(NCO1)=O 3-[(benzyloxy)methyl]oxa-pyrrolidin-2-one